(R)-4-bromo-2-((2,2-dimethyl-1,3-dioxolan-4-yl)methoxy)pyridine BrC1=CC(=NC=C1)OC[C@H]1OC(OC1)(C)C